3-(4-((7-(cyclohexylamino)heptyl)oxy)-1-oxoisoindolin-2-yl)piperidine-2,6-dione C1(CCCCC1)NCCCCCCCOC1=C2CN(C(C2=CC=C1)=O)C1C(NC(CC1)=O)=O